COC=1C2=C(C=NC1N)C=NN2CC(F)(F)F 7-Methoxy-1-(2,2,2-trifluoroethyl)-1H-pyrazolo[4,3-c]pyridin-6-amine